NC=1C=C(C(=O)N(C)OC)C=CC1C 3-amino-N-methoxy-N,4-dimethylbenzamide